N=1N(N=CC1)C1=NC=CC(=C1)OC1=CC=C(C=C1)C(C)(C)C1=CC=C(OC2CC(C2)NC(=O)[O-])C=C1 (1r,3r)-3-(4-(2-(4-((2-(2H-1,2,3-triazol-2-yl)pyridin-4-yl)oxy)phenyl)propan-2-yl)phenoxy)cyclobutanecarbamate